O1C(OC2=C1C=CC(=C2)C(C(C)N(C(OC(C)(C)C)=O)C([2H])([2H])[2H])=O)([2H])[2H] tert-butyl (1-(benzo[d][1,3]dioxol-5-yl-2,2-d2)-1-oxopropan-2-yl)(methyl-d3)carbamate